C(C)(C)(C)OC(=O)N1CCN(CC1)C1=CC(=CC(=N1)B(O)O)Cl (6-(4-(tert-butoxycarbonyl)piperazin-1-yl)-4-chloropyridin-2-yl)boronic acid